C(C)(C)(C)OC(=O)N1[C@@H](C=C(C1)C)C(=O)OC(C)(C)C (S)-4-methyl-2,5-dihydro-1H-pyrrole-1,2-dicarboxylic acid di-tert-butyl ester